2,6-dicyanotoluene C(#N)C1=C(C)C(=CC=C1)C#N